Cl.Cl.C(C)(C)(C)[C@@H]1CC[C@H](CC1)C=1C=C(C=CC1O[C@@H]1CNCC1)C(=O)N1CCC(CC1)OC1=CC(=C(C=C1)F)N1CCNCC1 trans-(S)-(3-(4-(tert-butyl)cyclohexyl)-4-(pyrrolidin-3-yloxy)phenyl)(4-(4-fluoro-3-(piperazin-1-yl)phenoxy)piperidin-1-yl)methanone dihydrochloride